O=C([C@H](CC)NC(C([2H])([2H])[2H])=O)N1CCN(CC1)C1=CC(=CC=C1)OC(F)(F)F (S)-N-(1-oxo-1-(4-(3-(trifluoromethoxy)phenyl)piperazin-1-yl)butan-2-yl)acetamide-2,2,2-d3